2-[4-(cyclopropanecarbonyl)phenyl]-2-methyl-propionitrile C1(CC1)C(=O)C1=CC=C(C=C1)C(C#N)(C)C